FC1=C2[C@H](CCOC2=CC(=C1)F)OC1=CC(=CC=2NC(=NC21)C)C(=O)N(C)C (S)-4-((5,7-difluoro-chroman-4-yl)oxy)-N,N,2-trimethyl-1H-benzo[d]imidazole-6-carboxamide